[O-]S(=O)(=O)C(F)(F)F.C(CCC)[NH+]1C(CCCC1)CCC 1-Butyl-2-propylpiperidinium triflat